O1C=CC2=C1C=C(C=C2)CC(CC)NC [1-(1-benzofuran-6-yl)butan-2-yl](methyl)amine